Cl.C(C=C)OC1=C2CCNCC2=CC=C1 5-(Prop-2-en-1-yloxy)-1,2,3,4-tetrahydroisoquinoline, hydrochloride